OCC(CCCO)=O 1,5-dihydroxy-pentan-2-one